6-((4-cyano-2-fluorobenzyl)oxy)-3',6'-dihydro-[2,4'-bipyridin] C(#N)C1=CC(=C(COC2=CC=CC(=N2)C=2CC=NCC2)C=C1)F